N1CC(C1)C1=NN=C2N1C=C(C=C2)C2=C(OCCC=1C(=NN(C1C)C)C(=O)N(C)C)C=C(C=C2)F 4-(2-{2-[3-(azetidin-3-yl)-[1,2,4]triazolo[4,3-a]pyridin-6-yl]-5-fluorophenoxy}ethyl)-N,N,1,5-tetramethyl-1H-pyrazole-3-carboxamide